1-(5-(7-methoxy-1,9-dimethyl-9H-pyrido[3,4-b]indol-6-yl)thiophen-2-yl)ethan-1-one COC1=C(C=C2C3=C(N(C2=C1)C)C(=NC=C3)C)C3=CC=C(S3)C(C)=O